C1CC(CCC12CCCCC2)OC=2N=NNC2C(=O)O 4-(spiro[5.5]undecan-3-yloxy)-1H-1,2,3-triazole-5-carboxylic acid